4-methyloxazole-5-carboxylic acid CC=1N=COC1C(=O)O